C1(CCCCC1)S(=O)(=O)C(S(=O)(=O)C(C)(C)C)=[N+]=[N-] 1-cyclohexylsulfonyl-1-(t-butylsulfonyl)diazomethane